C(C)(C)(C)OC(N[C@@H]1CN([C@@H](C1)C(C)(C)O)C1=C(C=CC(=C1)C=1C=NC=CC1C#N)[N+](=O)[O-])=O (3S,5S)-1-(5-(4-cyanopyridin-3-yl)-2-nitrophenyl)-5-(2-hydroxypropan-2-yl)pyrrolidin-3-ylcarbamic acid tert-butyl ester